N-methyl-6,7-(methylenedioxy)-1-naphthylamine CNC1=CC=CC2=CC3=C(C=C21)OCO3